FC=1C=NC2=CC(=C(C=C2C1NC1=CC=C(C=C1)NS(=O)(=O)C1CC1)OC)OC N-(4-((3-fluoro-6,7-dimethoxyquinolin-4-yl)amino)phenyl)cyclopropanesulfonamide